NC1=C(SC=2C=C(C=NC21)C)C(=O)N[C@H]2COC1=CC(=CC=C1C2)C2(CCN(CC2)C(=O)OC(C)(C)C)F tert-butyl (R)-4-(3-(3-amino-6-methylthieno[2,3]pyridine-2-carboxamido)chroman-7-yl)-4-fluoropiperidine-1-carboxylate